5-(4-cyclopropanoylpiperazin-1-yl)pyrazolo[1,5-a]pyrimidine-3-carboxamide C1(CC1)C(=O)N1CCN(CC1)C1=NC=2N(C=C1)N=CC2C(=O)N